S1C(=NC2=C1C=CC=C2)NC(=O)C2=CC=C(S2)C=C2CCN(CC2)C(=O)NC2=CC=CC=C2 4-((5-(benzo[d]thiazol-2-ylcarbamoyl)thiophen-2-yl)methylene)-N-phenylpiperidine-1-carboxamide